C(C=C)C=1C2=C(C(=NC1)NCC1=C(C=C(C=C1)OC)OC)C(=NN2C2CC(CCC2)C(=O)O)C2=CC=C(C=C2)C(NC2=NC=CC(=C2)C(F)(F)F)=O 3-[7-allyl-4-[(2,4-dimethoxyphenyl)methylamino]-3-[4-[[4-(trifluoromethyl)-2-pyridyl]carbamoyl]phenyl]pyrazolo[4,3-c]pyridin-1-yl]cyclohexanecarboxylic acid